(tri-bromoneopentyl) phosphate P(=O)(OC(C(CBr)(C)C)(Br)Br)([O-])[O-]